CCCCCCCCCCC=CCCCCCCCCCCC 11-tricosene